4-(5-{[2-methyl-6-(trifluoromethyl)phenyl]methoxy}pyrimidin-2-yl)piperazin-2-one CC1=C(C(=CC=C1)C(F)(F)F)COC=1C=NC(=NC1)N1CC(NCC1)=O